dichloroethane CC(Cl)Cl